2-(6-{5-chloro-2-[(oxacyclohex-4-yl)amino]pyrimidin-4-yl}-1-oxo-2,3-dihydro-1H-isoindol-2-yl)-N-(2-cyclohexylethyl)-N-methylacetamide ClC=1C(=NC(=NC1)NC1CCOCC1)C1=CC=C2CN(C(C2=C1)=O)CC(=O)N(C)CCC1CCCCC1